COC1=CC=C(/C=C/C2=NC=C(C(=O)NC3=CN(C(=C3)C(NC3=CN(C(=C3)C(NCCN3CCOCC3)=O)C)=O)C)C=C2)C=C1 (E)-6-(4-methoxystyryl)-N-(1-methyl-5-((1-methyl-5-((2-morpholinoethyl)carbamoyl)-1H-pyrrol-3-yl)carbamoyl)-1H-pyrrol-3-yl)nicotinamide